COCCN1C=C(C2=NC=CC=C21)C(=O)N 1-(2-methoxyethyl)-1H-pyrrolo[3,2-b]pyridine-3-carboxamide